(S)-[(tert-butoxycarbonyl)amino](4-oxocyclohexyl)acetic acid C(C)(C)(C)OC(=O)N[C@H](C(=O)O)C1CCC(CC1)=O